glyceryl monocaprylate C(CCCCCCC)(=O)OCC(O)CO